FC(C(=O)O)(F)F.NC1=NN2C(N=CC=C2)=C1C(=O)NC(C)C=1C=C(C=2N(C1N1CC(CC1)OC)C=NC2)Cl 2-Amino-N-{1-[8-chloro-5-(3-methoxypyrrolidin-1-yl)imidazo[1,5-a]pyridin-6-yl]ethyl}pyrazolo[1,5-a]pyrimidine-3-carboxamide trifluoroacetate salt